CC1=NN(C=C1NC(=O)C=1C=NN2C1N=C(C=C2)N2C[C@@H](C[C@H](C2)F)NC(=O)OC(C)(C)C)C2CCC(CC2)C(=O)O 4-[3-methyl-4-[[5-[(3R,5R)-3-(tert-butoxycarbonylamino)-5-fluoro-1-piperidyl]pyrazolo[1,5-a]pyrimidine-3-carbonyl]amino]pyrazol-1-yl]cyclohexanecarboxylic acid